CC1(CC1)C[C@@H](C(N[C@H](C=O)C[C@H]1C(NCC1)=O)=O)NC(OC(C(F)(F)C1=CC(=CC=C1)Cl)C1=CC=CC=C1)=O 2-(3-chlorophenyl)-2,2-difluoro-1-phenylethyl ((S)-3-(1-methylcyclopropyl)-1-oxo-1-(((S)-1-oxo-3-((S)-2-oxopyrrolidin-3-yl)propan-2-yl)amino) propan-2-yl)carbamate